γ-Methacryloyloxy-propyldiethoxymethylsilan C(C(=C)C)(=O)OCCC[SiH2]C(OCC)OCC